COC1=CC=C(CN(C=2N=C(C3=C(N2)C=CNC3=O)NCCCCF)CC3=CC=C(C=C3)OC)C=C1 2-(bis(4-methoxybenzyl)amino)-4-((4-fluorobutyl)amino)pyrido[4,3-d]pyrimidin-5(6H)-one